N-(1-((3bR,4aR)-1-(2-(4-(3-Chloro-2-methylphenyl)piperazin-1-yl)ethyl)-3b,4,4a,5-tetrahydro-1H-cyclopropa[3,4]cyclopenta[1,2-c]pyrazol-3-carbonyl)piperidin-4-yl)acetamid ClC=1C(=C(C=CC1)N1CCN(CC1)CCN1N=C(C2=C1C[C@@H]1[C@H]2C1)C(=O)N1CCC(CC1)NC(C)=O)C